3-methyl-2-(3-(trifluoromethyl)-7,8-dihydro-1,6-naphthyridin-6(5H)-yl)-6,7-dihydro-5H-pyrrolo[3,4-b]pyridin-5-one CC=1C=C2C(=NC1N1CC=3C=C(C=NC3CC1)C(F)(F)F)CNC2=O